1-butanol-13C [13CH2](CCC)O